P(=O)(O)(O)O.C[C@H]1N(CCCC1)C(C(=O)N1CCN(C2=CC=CC=C12)C1=CC=CC=C1)C 2-((R)-2-methylpiperidin-1-yl)-1-(4-phenyl-3,4-dihydroquinoxalin-1(2H)-yl)propan-1-one phosphate